CC=1N=CSC1C(=O)NC1CN(C1)C(=O)OC(C)(C)C tert-Butyl 3-(4-methylthiazole-5-carboxamido)azetidine-1-carboxylate